C(N)(OC(COC1=CC(=NC=C1)Cl)CC(C)(C)C)=O Tert-butyl-(1-((2-chloropyridin-4-yl) oxy) propan-2-yl) carbamate